C(CCCCCCCCCCCCCCCCC)N.P(=O)(OCCCC)(OCCCC)O dibutyl phosphate octadecyl-amine salt